SCCC(=O)O.OCCSCCO hydroxyethylsulfide (3-mercaptopropionate)